FC(C(=O)C=1C(OC2=CC=CC=C2C1)=O)(F)F 3-(2,2,2-trifluoroethan-1-one-1-yl)-2H-chromen-2-one